(+/-)-isopropyl (1S,3S)-3-(4-(5-(((cyclopentyl(methyl)carbamoyl)oxy)methyl)-1-methyl-1H-imidazol-4-yl)-2-fluorophenoxy)cyclohexane-1-carboxylate C1(CCCC1)N(C(=O)OCC1=C(N=CN1C)C1=CC(=C(O[C@@H]2C[C@H](CCC2)C(=O)OC(C)C)C=C1)F)C |r|